S1C=CC2=C1C=1C(S2)=C2C=C3C=C4C(SC5=C4SC=C5)=C3C=C2C1 dithieno[2,3-d:2',3'-d']-s-indaceno[1,2-b:5,6-b']dithiophene